CC1=CC(=CC=2N=C(OC21)C=2C(=C(C=CC2)C2=CC=CC=C2)C)CN2CCCCC2 (2S)-1-{[7-Methyl-2-(2-methylbiphenyl-3-yl)-1,3-benzoxazol-5-yl]methyl}piperidin